Br.BrC=1C=C(C=C(C1N)F)S(=O)(=O)O 3-bromo-4-amino-5-fluorobenzenesulfonic acid hydrobromide